BrCC(=O)N1CCCC1 2-bromo-1-pyrrolidino-ethanone